C(C)(C)(C)OC(CN1C=CC2=CC(=CC=C12)OCC1CCN(CC1)C1=NC=C(C=C1)N)=O 2-(5-((1-(5-aminopyridin-2-yl)piperidin-4-yl)methoxy)-1H-indol-1-yl)acetic acid tert-butyl ester